BrC1=CC=NC2=CC=C(C=C12)C(=O)N1[C@H](C=2C(CC1)=C(N(N2)C)C2=CC(=C(C(=C2)F)F)F)C (4-bromo-6-quinolinyl)-[(7S)-2,7-dimethyl-3-(3,4,5-trifluorophenyl)-5,7-dihydro-4H-pyrazolo[3,4-c]pyridin-6-yl]methanone